3-(2-chloro-4'-(2,2-dimethyl-5-oxopyrrolidin-1-yl)-[1,1'-biphenyl]-3-yl)piperidine-2,6-dione ClC1=C(C=CC=C1C1C(NC(CC1)=O)=O)C1=CC=C(C=C1)N1C(CCC1=O)(C)C